CN(C)CC=1C=C(C=C(C1)OCCCCCCCCCC=CCC=CCCCCCCCC(=O)[O-])OCCCCCCCCCC=CC\C=C/CCCCCCCC(=O)[O-] 12'(Z)-((5-((dimethylamino)methyl)-1,3-phenylene)bis(oxy))bis(butane-4,1-diyl)bis(octadeca-9,12-dienoate)